FC(C(=O)O)(F)F.O1C=NC=C1C(=O)N.O1C=NC=C1C(=O)N bisoxazole-5-carboxamide trifluoroacetate